(S)-4-TERT-BUTYL 1-METHYL 2-((S)-6'-CHLORO-5-(((1R,2R)-2-FORMYLCYCLOBUTYL)METHYL)-3',4,4',5-TETRAHYDRO-2H,2'H-SPIRO[BENZO[B][1,4]OXAZEPINE-3,1'-NAPHTHALEN]-7-YL)SUCCINATE ClC=1C=C2CCC[C@]3(C2=CC1)CN(C1=C(OC3)C=CC(=C1)[C@@H](C(=O)OC)CC(=O)OC(C)(C)C)C[C@H]1[C@@H](CC1)C=O